Cl[Ru-3](=CC1=C(C=CC=C1)OC(C)C)(Cl)Cl dichloro(2-isopropoxybenzylidene)ruthenium (II) chloride